FC1=CC=C(C=C1)/C=C/C1=CC(=C(C(=C1C(=O)O)O)CC=C(C)C)OC1CCOCC1 (E)-6-(4-fluorophenylvinyl)-2-hydroxy-3-(3-methylbut-2-en-1-yl)-4-((tetrahydro-2H-pyran-4-yl)oxy)benzoic acid